N[C@@H](C=O)[C@@H](O)[C@H](O)[C@H](O)CO 2-amino-2-deoxyglucose